1-(3-bromopropoxy)-2-methoxybenzene BrCCCOC1=C(C=CC=C1)OC